S1C=NC(C1)=O 1,3-thiazol-4(5H)-on